(4-methanesulfonylpyridin-3-yl)-8-[3-(1H-1,2,3-triazol-4-yl)phenyl]quinoxalin-6-amine CS(=O)(=O)C1=C(C=NC=C1)C1=NC2=C(C=C(C=C2N=C1)N)C1=CC(=CC=C1)C=1N=NNC1